1-docosanoyl-2-(8Z,11Z,14Z,17Z-eicosatetraenoyl)-sn-glycero-3-phosphocholine CCCCCCCCCCCCCCCCCCCCCC(=O)OC[C@H](COP(=O)([O-])OCC[N+](C)(C)C)OC(=O)CCCCCC/C=C\C/C=C\C/C=C\C/C=C\CC